7-(2-(6-(difluoromethyl)imidazo[1,2-a]pyrazin-3-yl)pyrimidin-4-yl)-5,6,7,8-tetrahydro-[1,2,4]triazolo[4,3-a]pyrazin-3(2H)-one FC(C=1N=CC=2N(C1)C(=CN2)C2=NC=CC(=N2)N2CC=1N(CC2)C(NN1)=O)F